Cl.CC[C@@H](NC1CCCCC1)C(=O)O (2R,3R)-beta-methylcyclohexylalanine hydrochloride